C(#C)C(=O)C(O)CO acetylenyl-glyceraldehyde